C(C)C(C=C)C=CC 3-ethyl-1,4-hexadiene